4-(2-{5-chloro-2-oxo-1,2-dihydrospiro[indole-3,4'-piperidin]-1'-yl}ethoxy)-2-fluoro-N-methylbenzamide ClC=1C=C2C(=CC1)NC(C21CCN(CC1)CCOC1=CC(=C(C(=O)NC)C=C1)F)=O